CN(C)CC(O)CNC dimethylaminomethyl-N-methylethanolamine